(R)-methyl 2-(((benzyloxy)carbonyl)amino)-3-(3-((R)-1-ethoxyethyl)-5-fluorobenzamido)propanoate C(C1=CC=CC=C1)OC(=O)N[C@@H](C(=O)OC)CNC(C1=CC(=CC(=C1)F)[C@@H](C)OCC)=O